NC1=NC(=C(C=2N1C(N(N2)CCN2C1CCCC2CC1)=O)C1=CC(=NC(=C1)C)C)C1=CC=CC=C1 5-amino-2-[2-(8-azabicyclo[3.2.1]oct-8-yl)ethyl]-8-(2,6-dimethyl-4-pyridinyl)-7-phenyl-[1,2,4]triazolo[4,3-c]pyrimidin-3-one